4-[9-acridinylamino]-N-[methanesulfonyl]-m-anisidine hydrochloride Cl.C1=CC=CC2=NC3=CC=CC=C3C(=C12)NC1=C(C=C(OC)C=C1)NS(=O)(=O)C